6-(cyclopropanecarboxamido)-4-((2-methoxy-3-(1-methyl-1H-1,2,4-triazol-3-yl)phenyl)amino)-N-(trideuteriomethyl)pyridazine-3-carboxamide C1(CC1)C(=O)NC1=CC(=C(N=N1)C(=O)NC([2H])([2H])[2H])NC1=C(C(=CC=C1)C1=NN(C=N1)C)OC